1,1-Dimethylpyrrolidin-1-ium C[N+]1(CCCC1)C